tert-butyl (2-(4-(((8-methyl-4-oxo-3,4-dihydroquinazolin-2-yl)methyl)thio) piperidin-1-yl)-2-oxoethyl)carbamate CC=1C=CC=C2C(NC(=NC12)CSC1CCN(CC1)C(CNC(OC(C)(C)C)=O)=O)=O